Di-butyldecandioat C(CCC)OC(CCCCCCCCC(=O)OCCCC)=O